(rac)-((1R,3R,3aR)-7a-((tert-butyldiphenylsilyl)methyl)octahydro-1H-1,3-methanoinden-1-yl)(naphthalen-2-yl)methanone [Si](C1=CC=CC=C1)(C1=CC=CC=C1)(C(C)(C)C)C[C@@]12CCCC[C@@H]2C2CC1(C2)C(=O)C2=CC1=CC=CC=C1C=C2 |&1:18|